C(C)(C)N1C=NC(=C1)C=O (1-isopropyl-1H-imidazol-4-yl)methanone